ClC=1C=2N(C=C(C1)C(F)(F)F)C[C@@]1(N2)CCOC2=CC(=CC=C21)C(F)(F)F (R)-8'-chloro-6',7-bis(trifluoromethyl)-3'H-spiro[chroman-4,2'-imidazo[1,2-a]pyridine]